BrC=1C(=NC(=CC1)N(CCCC1=C(N=NC(=C1C)Cl)Cl)C(=O)OC(C)(C)C)C(=O)OC methyl 3-bromo-6-[tert-butoxycarbonyl-[3-(3,6-dichloro-5-methyl-pyridazin-4-yl)propyl]amino]pyridine-2-carboxylate